C(C)(C)(C)OC(=O)N1C[C@H]([C@@H](C1)OCC1=CC=C(C=C1)C(F)(F)F)N1N=NC(=C1)C1=CN(C(C=C1)=O)C.CN(C1=CC=C(C=C1)C#C)C p-(dimethylamino)phenylacetylene tert-butyl-trans-3-(4-(1-methyl-6-oxo-1,6-dihydropyridin-3-yl)-1H-1,2,3-triazol-1-yl)-4-(4-(trifluoromethyl)benzyloxy)pyrrolidine-1-carboxylate